3-((1-(cyclopropylmethyl)-1H-imidazol-5-yl)-methyl)aminobenzoate C1(CC1)CN1C=NC=C1CNC=1C=C(C(=O)[O-])C=CC1